ClC=1N=C(N2C1C(=CC(=C2)S(=O)(=O)NC2CC2)N2CCN(CC2)C(C(C)C)=O)C=2SC(=NN2)C(F)(F)F 1-chloro-N-cyclopropyl-8-(4-isobutyrylpiperazin-1-yl)-3-(5-(trifluoromethyl)-1,3,4-thiadiazol-2-yl)imidazo[1,5-a]pyridine-6-sulphonamide